CC1=C(C=C(C=C1Cl)C2=NNC(=O)C=C2)Cl The molecule is a pyridazinone that is pyridazin-3(2H)-one which is substituted at position 6 by a 3,5-dichloro-4-methylphenyl group. A fugicide, it is used to treat rice sheath blight caused by Rhizoctonia solani. It has a role as an antifungal agrochemical. It is a dichlorobenzene and a pyridazinone.